C(C)(C)(C)OC(N[C@H]1C(N(CC1)C1=C(C(=C(C=C1)Br)F)F)=O)=O (R)-(1-(2,3-difluoro-4-bromophenyl)-2-oxopyrrolidin-3-yl)carbamic acid tert-butyl ester